O1C(=NC2=C1C=CC=C2)C2CCN(CC2)C2=C(C(N(C1=CC=CC=C21)C)=O)C(=O)N 4-[4-(1,3-benzoxazol-2-yl)piperidin-1-yl]-1-methyl-2-oxo-1,2-dihydroquinoline-3-carboxamide